FC1(CC2(CC1)CCNCC2)F 2,2-difluoro-8-azaspiro[4.5]decan